(5S,8R)-N-(3-bromo-4-chlorophenyl)-6,7,8,9-tetrahydro-5H-5,8-epiminocyclohepta[d]-pyrimidine-10-carboxamide BrC=1C=C(C=CC1Cl)NC(=O)N1[C@H]2CC[C@@H]1CC=1N=CN=CC12